5-fluoro-4-{3-[(1S)-1-hydroxyethyl]-4-methyl-5-oxo-4,5-dihydro-1H-1,2,4-triazol-1-yl}-N-(2-methoxy-4-methylpyridin-3-yl)-2-{[(2S)-1,1,1-trifluoropropan-2-yl]oxy}benzamide FC=1C(=CC(=C(C(=O)NC=2C(=NC=CC2C)OC)C1)O[C@H](C(F)(F)F)C)N1N=C(N(C1=O)C)[C@H](C)O